2-cyano-3,3-diphenylprop-2-enoate C(#N)C(C(=O)[O-])=C(C1=CC=CC=C1)C1=CC=CC=C1